C1(=CC=CC=C1)C(CNCC(=O)OC)C1=CC=CC=C1 methyl 2-(2,2-diphenylethylamino)acetate